N-(4-((2-(1,1-difluoroethyl)-6-methylpyrimidin-4-yl)amino)-5-(imidazo[1,2-b]pyridazin-6-yl)pyridin-2-yl)acetamide FC(C)(F)C1=NC(=CC(=N1)NC1=CC(=NC=C1C=1C=CC=2N(N1)C=CN2)NC(C)=O)C